4-(pyridin-4-yl-amino)-7-(trifluoromethyl)pyrido[2,3-d]-pyrimidin-2(1H)-one N1=CC=C(C=C1)NC=1C2=C(NC(N1)=O)N=C(C=C2)C(F)(F)F